C1(CCC(CC1)CC(=O)O)CC(=O)O 4-cyclohexanediacetic acid